chloro-iodosilane Cl[SiH2]I